C(C1=CC=CC=C1)OC=1C=C(C=CC1OCC1=CC=CC=C1)OC(CC=O)=O (3,4-dibenzyloxyphenyl)-3-oxopropionate